(S)-1-(4-{3-[(1r,3R,5S,7S)-3,5-dimethyladamantan-1-yl]ureido}benzoyl)piperidine-3-Formic acid C[C@]12CC3(CC(C[C@@](C1)(C3)C)C2)NC(NC2=CC=C(C(=O)N3C[C@H](CCC3)C(=O)O)C=C2)=O